NCC1CCN(CC1)CCCOC=1C(OC2=CC(=CC=C2C1)C=1C=NC=CC1)=O (3-(4-(aminomethyl)piperidin-1-yl)propoxy)-7-(pyridin-3-yl)-2H-chromen-2-one